3-[2-(2,4-dichlorophenyl)cyclopropyl]-1-methyl-1-[(3R)-1-(pyridazin-3-yl)piperidin-3-yl]urea ClC1=C(C=CC(=C1)Cl)C1C(C1)NC(N([C@H]1CN(CCC1)C=1N=NC=CC1)C)=O